N1=CN=C2NC=NC2=C1C=1C(=NC=CC1)NC=1C=C(C=CC1C)NC(C1=CC=C(C=C1)Cl)=O N-(3-((3-(9H-purin-6-yl)pyridin-2-yl)amino)-4-methylphenyl)-4-chlorobenzamide